5-(4-Amino-6-bromo-2,3-difluoro-phenoxy)-4-benzyloxy-2-fluoro-benzonitrile NC1=C(C(=C(OC=2C(=CC(=C(C#N)C2)F)OCC2=CC=CC=C2)C(=C1)Br)F)F